N-(2-(2-amino-6-hydroxy-9H-purin-9-yl)ethyl)-1H-pyrazole-5-carboxamide NC1=NC(=C2N=CN(C2=N1)CCNC(=O)C1=CC=NN1)O